C[Si](CCCSCCC[Si](C)(OC)OC)(OC)OC [3-(methyldimethoxysilyl) propyl] sulfide